bis(N,N-dimethylamino)bromoborane CN(C)B(Br)N(C)C